C(C)N1N=C2CCC=3C=CC(=NC3C2=C1C(C)C)NC1=NC=C(C=C1)CN1CCN(CC1)C 8-ethyl-N-(5-((4-methylpiperazin-1-yl)methyl)pyridin-2-yl)-9-isopropyl-6,8-dihydro-5H-pyrazolo[3,4-H]quinolin-2-amine